C12(CC(C1)C2)N2C(C(=CC1=C2N=C(N=C1)SC)C#N)=O 8-(bicyclo[1.1.1]pentan-1-yl)-2-(methylthio)-7-oxo-7,8-dihydropyrido[2,3-d]pyrimidine-6-carbonitrile